C(C)OC(=O)C1=COC2=C1C=C(C=C2OCC=2SC=CN2)Br 5-bromo-7-(thiazol-2-ylmethoxy)benzofuran-3-carboxylic acid ethyl ester